COP(=O)(OC)O/C(=C/C(=O)OC(C)C1=CC=CC=C1)/C 1-phenylethyl (E)-3-((dimethoxyphosphoryl)oxy)but-2-enoate